C(CC\C=C/CCCCC)O (Z)-4-decenol